3,3-dimethyl-N-(3-methyl-1,1-dioxo-thietan-3-yl)-2-oxo-1-[5-(1,1,2,2-tetrafluoroethoxy)-3-pyridyl]indoline-5-carboxamide CC1(C(N(C2=CC=C(C=C12)C(=O)NC1(CS(C1)(=O)=O)C)C=1C=NC=C(C1)OC(C(F)F)(F)F)=O)C